(5S,6R,7E,9E,11Z,13E,15S)-5,6,15-trihydroxyeicosa-7,9,11,13-tetraenoic acid ethyl ester C(C)OC(CCC[C@@H]([C@@H](\C=C\C=C\C=C/C=C/[C@H](CCCCC)O)O)O)=O